2-((1-(tert-butoxycarbonyl)azetidin-3-yl)methyl)imidazo[1,2-a]Pyridine C(C)(C)(C)OC(=O)N1CC(C1)CC=1N=C2N(C=CC=C2)C1